ClC1=CC=C(C=C1)N1N=C(C=C1C)C(=O)NC12CCC(C1)(C2)NC(COC2=CC(=C(C=C2)Cl)Cl)=O 1-(4-chlorophenyl)-N-{4-[2-(3,4-dichlorophenoxy)acetylamino]bicyclo[2.1.1]-hex-1-yl}5-methyl-1H-pyrazole-3-carboxamide